4,6-Dimethyl-8-(6-((2R,3R)-2-methyl-3-(piperazin-1-yl)azetidin-1-yl)-2-(trifluoromethyl)pyrimidin-4-yl)-1-oxa-8-azaspiro[4.5]dec-3-ene CC1=CCOC12C(CN(CC2)C2=NC(=NC(=C2)N2[C@@H]([C@@H](C2)N2CCNCC2)C)C(F)(F)F)C